ClC1=NC=2N(C3=C1CCN3C(=O)[O-])N=CC2C(N[C@@H](COCC2=CC(=CC(=C2)[N+](=O)[O-])F)C)=O (R)-5-chloro-3-((1-((3-fluoro-5-nitrobenzyl) oxy) propan-2-yl) carbamoyl)-6,7-dihydro-8H-pyrazolo[1,5-a]pyrrolo[3,2-e]pyrimidine-8-carboxylate